heptadecyldimethylamine oxide C(CCCCCCCCCCCCCCCC)[N+](C)(C)[O-]